4-(benzyloxy)-3-bromo-5-fluoro-2,6-xylenecarboxylic acid C(C1=CC=CC=C1)OC=1C(=C(C(=C(C1F)C)C(=O)O)C)Br